1-(tert-butyl)-N-((3-fluoro-1-(6-(1-methyl-1H-pyrazol-4-yl)pyrazolo[1,5-a]pyrazin-4-yl)piperidin-4-yl)methyl)-1H-1,2,3-triazole-4-carboxamide C(C)(C)(C)N1N=NC(=C1)C(=O)NCC1C(CN(CC1)C=1C=2N(C=C(N1)C=1C=NN(C1)C)N=CC2)F